2-azabicyclo[3.1.1]heptane-2-carboxylic acid tert-butyl ester C(C)(C)(C)OC(=O)N1C2CC(CC1)C2